(4-methoxybenzyl)-1H-pyrazolo[3,4-b]pyridine-4,6-diol COC1=CC=C(CN2N=CC3=C2N=C(C=C3O)O)C=C1